NC=1C=C(C=CC1N)C1=CC(=CC(=C1)F)CC1=NNC(C2=CC=CC=C12)=O 4-((3',4'-diamino-5-fluoro-[1,1'-biphenyl]-3-yl)methyl)phthalazin-1(2H)-one